2-((1R,3s)-3-(4-methyl-4H-1,2,4-triazol-3-yl)-3-(3-(6-(((S)-3-methylpiperidin-1-yl)methyl)-1-oxo-4-(trifluoromethyl)isoindolin-2-yl)phenyl)cyclobutyl)acetonitrile CN1C(=NN=C1)C1(CC(C1)CC#N)C1=CC(=CC=C1)N1C(C2=CC(=CC(=C2C1)C(F)(F)F)CN1C[C@H](CCC1)C)=O